CNS(=O)(=O)C1=CC(=C(C=C1)OC1=CC=C(C=C1)C(F)(F)F)C=1N=C2N(C1)CC[C@H]2C |o1:29| (R)- or (S)-N-methyl-3-(7-methyl-6,7-dihydro-5H-pyrrolo[1,2-a]imidazol-2-yl)-4-[4-(trifluoromethyl)phenoxy]benzene-1-sulfonamide